ClC1=CC=C(CN2CCN(CC2)CC2=C(C#N)C=CC(=C2)N2CCN(CC2)C2CC2)C=C1 2-((4-(4-chlorobenzyl)piperazin-1-yl)methyl)-4-(4-cyclopropylpiperazin-1-yl)benzonitrile